(γ-glycidoxypropyl)(methoxy)diethylsilane C(C1CO1)OCCC[Si](CC)(CC)OC